methyl 5-(6-(trifluoromethyl)picolinamido)-1H-indazole-6-carboxylate FC(C1=CC=CC(=N1)C(=O)NC=1C=C2C=NNC2=CC1C(=O)OC)(F)F